cerium-neodymium-erbium [Er].[Nd].[Ce]